C(C)(C)(C)OC(=O)N[C@H](C(=O)OC)[C@@H](C)O methyl (2S,3R)-2-(tert-butoxycarbonylamino)-3-hydroxy-butanoate